(R)-5-ethyl-8-isopropyl-7-methyl-2-(((1-(3,4,5-trifluorobenzyl)-1H-pyrazol-4-yl)methyl)amino)-7,8-dihydropteridin-6(5H)-one C(C)N1C=2C=NC(=NC2N([C@@H](C1=O)C)C(C)C)NCC=1C=NN(C1)CC1=CC(=C(C(=C1)F)F)F